4-[[(1S)-1-(4-cyclopentyl-3-fluoro-phenyl)ethyl]amino]-2-ethyl-3H-pyrrolo[3,4-c]pyridin-1-one C1(CCCC1)C1=C(C=C(C=C1)[C@H](C)NC1=NC=CC2=C1CN(C2=O)CC)F